BrC1=C(C2=C(OCCO2)C=C1Br)C(=O)O 6,7-dibromo-2,3-dihydro-1,4-benzodioxin-5-carboxylic acid